ClC=1C=C(OC2C(C(C2(C)C)NC(C2=CN=C(C=C2)N2CCN(CC2)CC2=CC=C(C=C2)N2C(NC(CC2)=O)=O)=O)(C)C)C=CC1C#N N-((1r,3r)-3-(3-chloro-4-cyanophenoxy)-2,2,4,4-tetramethylcyclobutyl)-6-(4-(4-(2,4-dioxotetrahydropyrimidin-1(2H)-yl)benzyl)piperazin-1-yl)nicotinamide